1-N-methylethylamino-3-methylimidazole bis(trifluoromethanesulfonyl)imide salt [N-](S(=O)(=O)C(F)(F)F)S(=O)(=O)C(F)(F)F.CN1C(N(C=C1)C)NCC